2-((((6-hydroxy-5'-methyl-4-pentyl-2'-(prop-1-en-2-yl)-[1,1'-biphenyl]-2-yl)oxy)(methyl)phosphoryl)oxy)propan-2-yl acetate C(C)(=O)OC(C)(C)OP(=O)(C)OC1=C(C(=CC(=C1)CCCCC)O)C1=C(C=CC(=C1)C)C(=C)C